1-(1-methyl-6-(5-(piperidin-3-ylmethyl)-2,5-diazabicyclo[4.1.0]heptan-2-yl)-1H-indazol-3-yl)dihydropyrimidine-2,4(1H,3H)-dione CN1N=C(C2=CC=C(C=C12)N1C2CC2N(CC1)CC1CNCCC1)N1C(NC(CC1)=O)=O